C(C)(C)(C)NC(=O)C1NCCN(C1)CC=1C=NC=CC1 N-tert-butyl-4-(pyridin-3-ylmethyl)piperazine-2-carboxamide